CN1C(=NN=C1)[C@H](C1CC(C1)C#N)C1=CC(=CC=C1)N1C(C2=CC(=CC(=C2C1)C(F)(F)F)CNC1(CCC1)C)=O (1R,3r)-3-((R)-(4-methyl-4H-1,2,4-triazol-3-yl)(3-(6-(((1-methylcyclobutyl)amino)methyl)-1-oxo-4-(trifluoromethyl)isoindolin-2-yl)phenyl)methyl)cyclobutane-1-carbonitrile